6-Hydroxyldopamine OC1=CC(=C(C=C1CCN)O)O